N-(2-(4-benzylpiperidin-1-yl)ethyl)-1H-pyrrolo[2,3-b]pyridin-2-carboxamide C(C1=CC=CC=C1)C1CCN(CC1)CCNC(=O)C1=CC=2C(=NC=CC2)N1